N1(C=CC2=CC=CC=C12)C(=O)OCC ethyl 1H-indole-1-carboxylate